C1=CC=CC(=C1)C=1C=CC=CC1 5,5'-biphenyl